C(C#C)C(N(CCO)CC#C)CO bis-(2-propynyl)diethanolamine